C(C)C=1C=CC=C2C=C(C=C(C12)C1=C(C=2N=C(N=C(C2C=N1)N1CC2CCC(C1)N2C(=O)OC(C)(C)C)OCC2(CC2)C=O)F)OCOC tert-butyl 3-(7-(8-ethyl-3-(methoxymethoxy)naphthalen-1-yl)-8-fluoro-2-((1-formylcyclopropyl)methoxy)pyrido[4,3-d]pyrimidin-4-yl)-3,8-diazabicyclo[3.2.1]octane-8-carboxylate